(R)-2-(3'-(1-cyanocyclopropyl)-[1,1'-biphenyl]-4-yl)-2-(3-(2-ethynylthiazol-4-yl)ureido)-N-methylacetamide C(#N)C1(CC1)C=1C=C(C=CC1)C1=CC=C(C=C1)[C@H](C(=O)NC)NC(=O)NC=1N=C(SC1)C#C